1-(2,4-Dinitrophenyl)pyridinium chloride [Cl-].[N+](=O)([O-])C1=C(C=CC(=C1)[N+](=O)[O-])[N+]1=CC=CC=C1